bis(perfluorobutyl)(trifluoromethyl)amine FC(C(C(C(F)(F)F)(F)F)(F)F)(F)N(C(F)(F)F)C(C(C(C(F)(F)F)(F)F)(F)F)(F)F